dimethyl sulfate vinyl-sulfate C(=C)OS(=O)(=O)O.S(=O)(=O)(OC)OC